3-(2-carboxyvinyl)oxirane-2-carboxylic acid C(=O)(O)C=CC1C(O1)C(=O)O